C(CCCCC)NC(=O)[C@@H]1CN(C[C@H]1O)C(=O)OC(C)(C)C |o1:9,13| tert-butyl (3R*,4S*)-3-(hexylcarbamoyl)-4-hydroxypyrrolidine-1-carboxylate